Diallylether C(C=C)OCC=C